FC=1C=C(CN2C[C@@H](CC2)NS(=O)(=O)C=2C=NC(=CC2)N2CCOCC2)C=CC1 (R)-N-(1-(3-Fluorobenzyl)pyrrolidin-3-yl)-6-morpholinopyridine-3-sulfonamide